FC1=CC=C(C=C1)C1(CCN(CC1)C(=O)OC(C)(C)C)NS(=O)(=O)C1=CC=C(C=C1)OC(F)(F)F tert-butyl 4-(4-fluorophenyl)-4-[[4-(trifluoromethoxy)phenyl]sulfonylamino]piperidine-1-carboxylate